C(C)C(C)CCCC(CC)CC 2,6-Diethyloctan